NC1CC(C1)N1CCC(CC1)N1N=CC(=C1C)C=1C=C(C=2N(C1)N=CC2)OC 6-[1-[1-(3-Aminocyclobutyl)-4-piperidinyl]-5-methyl-pyrazol-4-yl]-4-methoxy-pyrazolo[1,5-a]pyridine